FC=1C=C2N(CCN(C2=CC1)C(C(C)N1CCOCC1)=O)C1=CC=CC=C1 1-(6-Fluoro-4-phenyl-3,4-dihydroquinoxalin-1(2H)-yl)-2-morpholinopropan-1-one